[N-](S(=O)(=O)C(F)(F)C(F)(F)F)S(=O)(=O)C(F)(F)C(F)(F)F.C(CCC)N1C=[N+](C=C1)C 1-Butyl-3-methylimidazolium bis(pentafluoroethylsulfonyl)imide